2-methyl-6-((methylsulfinyl)methyl)pyridin-4-amine CC1=NC(=CC(=C1)N)CS(=O)C